4-((4,4-Bis(octyloxy)butanoyl)oxy)-2,3-bis(((3-(1-methylazetidin-3-yl)propyl)-carbamothioyl)oxy)butyl oleate C(CCCCCCC\C=C/CCCCCCCC)(=O)OCC(C(COC(CCC(OCCCCCCCC)OCCCCCCCC)=O)OC(NCCCC1CN(C1)C)=S)OC(NCCCC1CN(C1)C)=S